niobium-antimony [Sb].[Nb]